ClC1=C2C=CN(C2=C(C(=C1)C)C)C 4-chloro-1,6,7-trimethyl-1H-indol